isobutyric acid, isobutyric acid salt C(C(C)C)(=O)O.C(C(C)C)(=O)O